4-Benzyl-2-methylphenol C(C1=CC=CC=C1)C1=CC(=C(C=C1)O)C